p-chloro-m-cresolat ClC1=C(C(=C(C=C1)O)C(=O)[O-])C